FC1=CC=C(C=C1)C(CNC(=O)C1=NC(=C(N=C1N)C(F)(F)F)Br)=O 3-Amino-6-bromo-5-trifluoromethyl-pyrazine-2-carboxylic acid [2-(4-fluoro-phenyl)-2-oxo-ethyl]-amide